ClC1=C(C=CC=C1)N1C(=NN=C1C1=NC=NC=C1)C1CC(C1)NC(=O)C1=NC=NC=C1 N-((1S,3r)-3-(4-(2-chlorophenyl)-5-(pyrimidin-4-yl)-4H-1,2,4-triazol-3-yl)cyclobutyl)pyrimidine-4-carboxamide